C(C)(C)(C)OC(N(C)CCONC(=O)[C@H]1N2C(N([C@H](CC1)C2)OS(=O)(=O)O)=O)=O.C(CCC)[N+](CCCC)(CCCC)CCCC tetrabutylammonium tert-butyl-{2-[({[(2S,5R)-7-oxo-6-(sulfooxy)-1,6-diazabicyclo[3.2.1]oct-2-yl]carbonyl}amino)oxy]ethyl}methylcarbamate